FC1=C(C=CC(=C1)F)S(=O)(=O)NC=1C(=NC=C(C1)C=1C=C2C(=CC=NC2=CC1)C1=CN=NC=C1)OC 2,4-difluoro-N-[2-methoxy-5-(4-pyridazin-4-yl-quinolin-6-yl)pyridin-3-yl]benzenesulfonamide